1-(5-bromo-1H-pyrrolo[2,3-b]pyridin-3-yl)-N,N-dimethylmethanamine CN(C)CC1=CNC2=C1C=C(C=N2)Br